methyl 3-(3-acetylphenyl)oxetane-3-carboxylate C(C)(=O)C=1C=C(C=CC1)C1(COC1)C(=O)OC